SC(CCOC(CCC)=O)CCC.N(=C=O)C[C@@H]1O[C@H](CC1)CN=C=O trans-2,5-bis(isocyanatomethyl)tetrahydrofurane 3-mercaptohexyl-butyrate